5-((1r,4R)-4-hydroxycyclohexyl)-N3-methyl-1-((R)-1-phenylethyl)-1H-pyrazole-3,5-dicarboxamide OC1CCC(CC1)C1(C=C(NN1[C@H](C)C1=CC=CC=C1)C(=O)NC)C(=O)N